ClC=1C=C(C(=[N+](C1)[O-])C)C=1C=CC(=NC1F)NC(=O)[C@H](C(C1CC1)C1CC1)NC(OCC1=CC=CC=C1)=O benzyl N-[(1S)-1-[[5-(5-chloro-2-methyl-1-oxido-pyridin-1-ium-3-yl)-6-fluoro-2-pyridyl]carbamoyl]-2,2-dicyclopropyl-ethyl]carbamate